1-isopropyl-1H-pyrazolo[3,4-d]pyrimidine methyl-2-(3,4-dichlorophenyl)-6-(2-ethoxy-2-oxo-ethyl)-1-ethyl-4-oxo-pyridine-3-carboxylate COC(=O)C1=C(N(C(=CC1=O)CC(=O)OCC)CC)C1=CC(=C(C=C1)Cl)Cl.C(C)(C)N1N=CC=2C1=NC=NC2